C1(=CC=C(C=C1)C1=NC(=NC(=C1)C1=CC=C(C=C1)Br)C1=CC=CC=C1)C1=CC=CC=C1 4-([1,1'-biphenyl]-4-yl)-6-(4-bromophenyl)-2-PHENYLPYRIMIDINE